2-(3-bromo-1-methyl-7-oxo-1,7-dihydro-6H-pyrazolo[4,3-d]pyrimidin-6-yl)acetic acid BrC1=NN(C2=C1N=CN(C2=O)CC(=O)O)C